FC=1C=C2C=C(NC2=C(C1)F)C1=CC=C(C=C1)OC 5,7-difluoro-2-(4-methoxyphenyl)-1H-indole